1-bromoheptafluoro-octane BrC(C(C(C(CCCC)F)(F)F)(F)F)(F)F